NC[C@@H](C)O R-1-aminopropan-2-ol